FC=1C=C(C=C(C1)F)[C@@H]1CC[C@H]2OC3(C(N21)=O)CCN(CC3)C(=O)C3=NC=NC=C3 (5'S,7a'R)-5'-(3,5-difluorophenyl)-1-(pyrimidine-4-carbonyl)tetrahydro-3'H-spiro[piperidine-4,2'-pyrrolo[2,1-b][1,3]-oxazol]-3'-one